(1s,2s)-2-fluoro-N-(6-(5-hydroxy-2-methylphenyl)benzo[d]thiazol-2-yl)cyclopropane-1-carboxamide F[C@@H]1[C@@H](C1)C(=O)NC=1SC2=C(N1)C=CC(=C2)C2=C(C=CC(=C2)O)C